BrC1=CC=2CN(CCC2S1)C(=O)OCCCC butyl 2-bromo-6,7-dihydrothieno[3,2-c]pyridine-5(4H)-carboxylate